CCCN(CCC1=CC=CC=C1)C2CCC3=C(C2)C=CC=C3O TETRAHYDRONAPHTHALEN-1-OL